(2R)-2-methylazetidin C[C@H]1NCC1